BrC1=CC=C(C=C1)C(=O)C(C(=O)OCC)=CNC1=CC=C(C=C1)OC Ethyl 2-[(4-bromophenyl)carbonyl]-3-[(4-methoxyphenyl)amino]prop-2-enoate